5-(2-methylphenyl)pyridine-3-carboxamide CC1=C(C=CC=C1)C=1C=C(C=NC1)C(=O)N